1-HYDROXY-2-NAPHTHALDEHYDE OC1=C(C=CC2=CC=CC=C12)C=O